ClC1=CC(=C(C=O)C=C1)OC1=NC=C(C=C1)C1=CN=C(N1C)CN(C)C 4-chloro-2-((5-(2-((dimethylamino)methyl)-1-methyl-1H-imidazol-5-yl)pyridin-2-yl)oxy)benzaldehyde